NC1=C(C(=O)NCC2=CC=CC=C2)C=CC=C1 2-amino-N-(phenylmethyl)benzamide